(2R,3S,4S)-1-(((9H-Fluoren-9-yl)methoxy)carbonyl)-4-hydroxy-3-(4,7,10-tris(2-(tert-butoxy)-2-oxoethyl)-1,4,7,10-tetraazacyclododecan-1-yl)pyrrolidin C1=CC=CC=2C3=CC=CC=C3C(C12)COC(=O)N1C[C@@H]([C@H](C1)O)N1CCN(CCN(CCN(CC1)CC(OC(C)(C)C)=O)CC(OC(C)(C)C)=O)CC(=O)OC(C)(C)C